C(C1=CC=CC=C1)OC1=CC=C(C=C1)N1CC2(C1)CCN(CC2)C(=O)OC(C)(C)C tert-butyl 2-(4-benzyloxyphenyl)-2,7-diazaspiro[3.5]nonane-7-carboxylate